N-(4,5-dimethylisoxazol-3-yl)-N-(methoxymethyl)-4'-((4-oxo-2-phenyl-1,3-diazaspiro[4.4]non-1-en-3-yl)methyl)-2'-propoxy-[1,1'-biphenyl]-2-sulfonamide CC=1C(=NOC1C)N(S(=O)(=O)C=1C(=CC=CC1)C1=C(C=C(C=C1)CN1C(=NC2(C1=O)CCCC2)C2=CC=CC=C2)OCCC)COC